4-(3-bromo-4-oxo-2-(trifluoromethyl)-4H-pyrido[1,2-a]pyrimidin-9-yl)-N-(3-ethoxypropyl)benzamide BrC1=C(N=C2N(C1=O)C=CC=C2C2=CC=C(C(=O)NCCCOCC)C=C2)C(F)(F)F